4-methyl-2-[(oxacyclohex-4-yl) methyl]-8-(trifluoromethyl)-4,5-dihydro-2H-furo[2,3-g]indazole-7-carboxylate CC1C2=CN(N=C2C2=C(C1)OC(=C2C(F)(F)F)C(=O)[O-])CC2CCOCC2